tert-butyl 6-(7-methyl-8-(((trifluoromethyl) sulfonyl) oxy) isochroman-6-yl)-2,6-diazaspiro[3.4]octane-2-carboxylate CC1=C(C=C2CCOCC2=C1OS(=O)(=O)C(F)(F)F)N1CC2(CN(C2)C(=O)OC(C)(C)C)CC1